18-Hydroxy-heptacosa-20,23-dienoic acid OC(CCCCCCCCCCCCCCCCC(=O)O)CC=CCC=CCCC